N-(benzo[d]thiazol-2-yl)-4-(1,2,3,6-tetrahydropyridin-4-yl)benzamide S1C(=NC2=C1C=CC=C2)NC(C2=CC=C(C=C2)C=2CCNCC2)=O